C(C)C(COC([C@H](C)NP(=O)(OC1=CC=CC=C1)OC1=CC=C(C=C1)[N+](=O)[O-])=O)CC (2S)-2-(((4-Nitrophenoxy)(phenoxy)phosphoryl)amino)propionic acid-2-ethylbutyl ester